6-methyl-4-[(1-methylcyclopropyl)amino]-N-[3-(morpholin-4-yl)propyl]furo[2,3-d]pyrimidine-5-carboxamide CC1=C(C2=C(N=CN=C2NC2(CC2)C)O1)C(=O)NCCCN1CCOCC1